(S)-2,6-dichloro-N-(2,4-dimethoxybenzyl)-4-(3-(dimethylamino)-3-(3-(trifluoromethyl)phenethyl)piperidin-1-yl)-N-(pyrimidin-4-yl)benzenesulfonamide ClC1=C(C(=CC(=C1)N1C[C@@](CCC1)(CCC1=CC(=CC=C1)C(F)(F)F)N(C)C)Cl)S(=O)(=O)N(C1=NC=NC=C1)CC1=C(C=C(C=C1)OC)OC